C(#N)[C@H](CC1=CC=C(C=C1)C=1C=CC2=C(N(C(O2)=O)C)C1)NC(=O)[C@H]1OCCCNC1 (2S)-N-{(1S)-1-cyano-2-[4-(3-methyl-2-oxo-2,3-dihydro-1,3-benzoxazol-5-yl)phenyl]ethyl}-1,4-oxaazepan-2-carboxamide